5-bromo-1-(4-ethoxy-2-methylphenyl)-4-methylpyridin-2(1H)-one BrC=1C(=CC(N(C1)C1=C(C=C(C=C1)OCC)C)=O)C